ClC1=CC(=C(C=O)C=C1F)F 4-chloro-2,5-difluorobenzaldehyde